ClC=1C(N(C(=CC1OC([2H])([2H])C1=NC=C(C=C1F)F)C)C1=CC(=NC=C1C)N1N=C(C(=C1)F)C(C)(C)NC(C)=O)=C=O (R)-N-(2-(1-(3-chloro-4-((3,5-difluoropyridin-2-yl)methoxy-d2)-5',6-dimethyl-2-carbonyl-2H-[1,4'-bipyridyl]-2'-yl)-4-fluoro-1H-pyrazol-3-yl)propan-2-yl)acetamide